C(=O)(OC(C)(C)C)N[C@@H](C(=O)O)CC(C)(C)C N-Boc-(R)-2-amino-4,4-dimethylpentanoic acid